C[C@@]12[C@@H](CC[C@H]1[C@@H]1CC[C@H]3C[C@@H](CC[C@]3(C)[C@H]1CC2)O)O 5α-androstane-3α,17α-diol